CN(C1CCN(CC1)C1=C(C=C(C=C1)NC=1N=C(C2=C(N1)SC=C2C)NC=2C=C(C=C(C2)C(F)(F)F)C(C)(C)O)OC)C 2-(3-((2-((4-(4-(dimethylamino)piperidin-1-yl)-3-methoxyphenyl)amino)-5-methylthieno[2,3-d]pyrimidin-4-yl)amino)-5-(trifluoromethyl)phenyl)propan-2-ol